tert-Butyl 4-(2-((8-oxo-8-(pentyloxy)octyl)(tetradecyl)amino)ethyl)piperidine-1-carboxylate O=C(CCCCCCCN(CCC1CCN(CC1)C(=O)OC(C)(C)C)CCCCCCCCCCCCCC)OCCCCC